NC=1C=NC(=NC1)NC(=O)NC(C(C)(C)C)C=1OC2=C(C1C)C=C(C=C2)F 1-(5-aminopyrimidin-2-yl)-3-(1-(5-fluoro-3-methylbenzofuran-2-yl)-2,2-dimethylpropyl)urea